NC1CCN(CC1)C1=CC=C(CNC(=O)NC=2SC=C(N2)C(C)(C)C2=CC=C(C=C2)Br)C=C1 1-(4-(4-aminopiperidin-1-yl)benzyl)-3-(4-(2-(4-bromophenyl)propan-2-yl)thiazol-2-yl)urea